N[C@H]1[C@@H]([C@H](N(C1)C(=O)OC(C)(C)C)C(=O)OC)O 1-(tert-butyl) 2-methyl (2S,3S,4R)-4-amino-3-hydroxypyrrolidine-1,2-dicarboxylate